CS(=O)C=1C=2N(C=CC1)C(=NC2)C(C)(C)NC(=O)C2[C@H]1CN(C[C@@H]2C1)C(=O)OC(C)(C)C tert-butyl (1R,5S,6r)-6-((2-(8-(methylsulfinyl)imidazo[1,5-a]pyridin-3-yl)propan-2-yl)carbamoyl)-3-azabicyclo[3.1.1]heptane-3-carboxylate